ClC=1C(=C(C#N)C(=CC1)N1CCN(CC1)C(CCOC1=CC=C(C=C1)F)=O)C(F)(F)F 3-chloro-6-(4-{3-[(4-fluorophenyl)oxy]propanoyl}-1-piperazinyl)-2-(trifluoromethyl)benzonitrile